N1(CCOCC1)C(=O)C=1C=C(C=CC1)C=1C(=C(C(=O)N)C=CC1)COC1=CC=CC=C1 (3-(morpholine-4-carbonyl)phenyl)-2-(phenoxymethyl)benzamide